4-Amino-7-iodo-2,3-dihydrobenzofuran-5-carboxylic acid methyl ester COC(=O)C=1C=C(C2=C(CCO2)C1N)I